Cl.CN1N=CC(=C1)C1N(CCC2=CC=C(C=C12)N)CCC(F)(F)F (1-methyl-1H-pyrazol-4-yl)-2-(3,3,3-trifluoropropyl)-1,2,3,4-tetrahydroisoquinolin-7-amine hydrochloride